N-[[2-[[(1-hydroxycyclobutyl)methyl-amino]methyl]-1H-indol-6-yl]methyl]-4-oxo-pyrido[1,2-a]pyrimidine-2-carboxamide OC1(CCC1)CNCC=1NC2=CC(=CC=C2C1)CNC(=O)C=1N=C2N(C(C1)=O)C=CC=C2